3-Chloro-6-(2,3-dihydro-benzo[1,4]dioxin-5-yl)-pyridazine ClC=1N=NC(=CC1)C1=CC=CC=2OCCOC21